FC1=CC(=C(C=C1)N1C=C(C=2C1=CN=CC2)C2C[C@@H]1[C@@H](CN(C1)C(=O)OC(C)(C)C)C2)C(N(C)C(C)C)=O tert-butyl (3aR,6aS)-5-(1-(4-fluoro-2-(isopropyl(methyl)carbamoyl)phenyl)-1H-pyrrolo[2,3-c]pyridin-3-yl)hexahydrocyclopenta[c]pyrrole-2(1H)-carboxylate